C1(CC1)C1=NN(C=C1N1C=CC=2C1=NC=CC2)[C@@H]2C[C@H](C2)CN (trans-3-(3-cyclopropyl-4-(1H-pyrrolo[2,3-b]pyridin-1-yl)-1H-pyrazol-1-yl)cyclobutyl)methylamine